COC(=O)C1=NC=C(C(=C1)NC(C(F)(F)F)=O)Br 5-bromo-4-[(2,2,2-trifluoroacetyl)amino]pyridine-2-carboxylic acid methyl ester